(R)-6-(4-(2-methoxyphenyl)piperidin-1-yl)-2-(pyridin-3-yl)-2-azaspiro[3.4]octane COC1=C(C=CC=C1)C1CCN(CC1)[C@H]1CC2(CN(C2)C=2C=NC=CC2)CC1